tert-butyl 4-((4-amino-5,7-dimethylpyrido[2,3-d]pyrimidin-2-yl)amino)azepane-1-carboxylate NC=1C2=C(N=C(N1)NC1CCN(CCC1)C(=O)OC(C)(C)C)N=C(C=C2C)C